ClC1=CC(=C(C=C1)C1=NC(=CC=2N=C(N(C(C21)=O)C)C)N2C[C@H](OCC2)[C@@H]2OCC2)F 5-(4-chloro-2-fluorophenyl)-2,3-dimethyl-7-((2S)-2-((2R)-2-oxetanyl)-4-morpholinyl)pyrido[4,3-d]pyrimidin-4(3H)-one